C(C)(C)(C)OC(=O)N(C1(CCC1)C(=O)N[C@@H](COC=1C=NC2=CC=C(C=C2C1C(=O)OCC1=CC=CC=C1)F)CC1=CC=CC=C1)C benzyl 3-((R)-2-{[1-(tert-butoxycarbonyl-methyl-amino)-cyclobutanecarbonyl]-amino}-3-phenyl-propoxy)-6-fluoro-quinoline-4-carboxylate